C1(=CC=CC=C1)C1CC=NN1C(=O)C1C[C@@H]2[C@@H](CN(C2)C(=O)OC(C)(C)C)C1 tert-butyl (3aR,6aS)-5-(5-phenyl-4,5-dihydro-1H-pyrazole-1-carbonyl)hexahydrocyclopenta[C]pyrrole-2(1H)-carboxylate